2-chloro-7-cyclopentyl-7H-pyrrolo[2,3-d]pyrimidine-6-carboxylic acid dimethylamide CN(C(=O)C1=CC2=C(N=C(N=C2)Cl)N1C1CCCC1)C